CC(=O)N[C@@H]1[C@H]([C@@H]([C@H](O[C@H]1OC[C@@H]2[C@@H]([C@@H]([C@H]([C@H](O2)O)NC(=O)C)O[C@H]3[C@@H]([C@H]([C@H]([C@H](O3)CO)O)O)O)O)CO)O[C@H]4[C@@H]([C@H]([C@H]([C@H](O4)CO)O[C@@H]5[C@@H]([C@H]([C@H]([C@H](O5)CO)O)O)O)O)O)O The molecule is an amino pentasaccharide in which a galactose residue is linked beta(1->3) to the residue at the reducing end of a linear chain of two galactose residues, one N-acetylglucosamine residue and one N-acetylgalactosamine residue, sequentially linked alpha(1->4), beta(1->4) and beta(1->6). It is an amino pentasaccharide, a galactosamine oligosaccharide and a glucosamine oligosaccharide.